OC(CC(C=C(C=CC1=CC(=C(C=C1)O)OC)O)=O)C1=CC=C(C=C1)O 1,5-dihydroxy-1-(4-hydroxyphenyl)-7-(4-hydroxy-3-methoxyphenyl)-4,6-heptadiene-3-one